CC=1C=CC2=C(C3=CC=CC=C3C=C2C1)OC(=O)C1C(C2C(=CC1C2)C)C(=O)O 3-methyl-9-[2-carboxy(3,6-methano-4-methyl-4-cyclohexenyl)]carbonyloxy-anthracene